FC(C(C)(C)O)(F)C=1C(=C(C=CC1)[C@@H](C)NC1=NC(=NC=2C=C3C(=CC12)NC(N3C)=O)C)F (R)-8-((1-(3-(1,1-difluoro-2-hydroxy-2-methylpropyl)-2-fluorophenyl)ethyl)amino)-3,6-dimethyl-1,3-dihydro-2H-imidazo[4,5-g]quinazolin-2-one